C(#N)C=1C(OC(C1C1=CC=C(C=C1)N1CCC(CC1)O)(C)C)=C(C#N)C#N 2-(3-cyano-4-(4-(4-hydroxypiperidin-1-yl)phenyl)-5,5-dimethylfuran-2(5H)-ylidene)malononitrile